CCCCCCCCCCCCC(=O)OC[C@H](COP(=O)([O-])OCC[N+](C)(C)C)OC(=O)CCCCC/C=C\C/C=C\C/C=C\C/C=C\CCCCC 1-tridecanoyl-2-(7Z,10Z,13Z,16Z-docosatetraenoyl)-glycero-3-phosphocholine